ClC=1C=C2C=CC(=CC2=CC1)N1N=C(C=C1C(=O)O)C(F)(F)F 1-(6-chloronaphthalen-2-yl)-3-(trifluoromethyl)-1H-pyrazole-5-carboxylic acid